(2R)-2-(4-(2-(aminomethyl)-4-oxo-3,4-dihydroquinazolin-7-yl)-1-methyl-1H-pyrazol-5-yl)-4-chloro-6-(3,3-difluoroazetidin-1-yl)-3-fluorobenzonitrile NCC1=NC2=CC(=CC=C2C(N1)=O)C=1C=NN(C1C1=C(C#N)C(=CC(=C1F)Cl)N1CC(C1)(F)F)C